(2-chloro-3-methylphenyl)boronic acid ClC1=C(C=CC=C1C)B(O)O